FC(C1=CC=C(C=N1)NC(NCCCCCCCCCCCC(=O)O)=O)(F)F 12-(3-(6-(trifluoromethyl)pyridin-3-yl)ureido)dodecanoic acid